[1,2,3]triazolo[4,5-b]pyridin-3-ium-1-ylium-3-olate [N+]1N=[N+](C2=NC=CC=C21)[O-]